8-(4-chloro-2-fluorophenyl)-2,3-dimethyl-6-[(2R)-2-(1-methyl-1H-pyrazol-4-yl)morpholin-4-yl]-3H,4H-pyrimido[5,4-d][1,3]diazin-4-one ClC1=CC(=C(C=C1)C1=NC(=NC2=C1N=C(N(C2=O)C)C)N2C[C@H](OCC2)C=2C=NN(C2)C)F